BrC1=C(C=O)C=C(C=C1OCC)OCOCC[Si](C)(C)C 2-bromo-3-ethoxy-5-((2-(trimethylsilyl)ethoxy)methoxy)benzaldehyde